OCCN(CC(=O)O)CCO N,N-Bis(2-hydroxyethyl)-glycine